3-ketoazetidine O=C1CNC1